2-amino-3-hydroxybutyric acid NC(C(=O)O)C(C)O